7-((4-(2-oxa-5-azabicyclo[2.2.2]octan-5-yl)-3-fluorophenyl)amino)-4-methyl-2H-benzo[b][1,4]oxazin-3(4H)-one C12OCC(N(C1)C1=C(C=C(C=C1)NC=1C=CC3=C(OCC(N3C)=O)C1)F)CC2